FC(C1=CC=C(N=N1)C(C(=O)OCC)(C)C)F ethyl 2-(6-(difluoromethyl)pyridazin-3-yl)-2-methylpropanoate